2,4,6-trichlorophenoxy(indenyl)titanium dichloride [Cl-].[Cl-].ClC1=C(O[Ti+2]C2C=CC3=CC=CC=C23)C(=CC(=C1)Cl)Cl